C(CC)(=O)NCCOCCOCCC(=O)O 3-(2-(2-propionamidoethoxy)ethoxy)propionic acid